C1C(CC2=CC=CC=C12)NC1=NC=C(C=N1)/C=N/O (E)-2-((2,3-dihydro-1H-inden-2-yl)amino)pyrimidine-5-carbaldehyde oxime